N-tert-butyl-1-(6-{4-[1-(oxan-2-yl)pyrazol-4-yl]-1,3-benzothiazol-7-yl}pyridazin-3-yl)pyrrolidin-3-amine C(C)(C)(C)NC1CN(CC1)C=1N=NC(=CC1)C1=CC=C(C=2N=CSC21)C=2C=NN(C2)C2OCCCC2